1-[2-methyl-6-(pyrazol-1-yl)pyridin-3-yl]piperazine CC1=NC(=CC=C1N1CCNCC1)N1N=CC=C1